CC=1C=C(CO)C=CC1C=C 3-methyl-4-vinylbenzyl alcohol